acetyl-6-aminocaproic acid C(C)(=O)C(C(=O)O)CCCCN